C(C)(C)(C)[Si](OCCCC1=C(C#N)C=CC(=C1)CO)(C)C 2-[3-[tert-butyl-(dimethyl)silyl]oxypropyl]-4-(hydroxymethyl)benzonitrile